FC1(CCN(CC1)C=1C(=C(C=C2C=CC=NC12)N)F)F 8-(4,4-difluoropiperidinyl)-7-fluoro-6-quinolinamine